isoquinoline-4a-carbaldehyde C=1N=CCC2(C=CC=CC12)C=O